(1R,2S,5R)-1-amino-5-(2-boronoethyl)-2-(((S)-2-((tert-butoxycarbonyl)amino)propanamido)methyl)cyclohexane-1-carboxylic acid N[C@]1([C@@H](CC[C@H](C1)CCB(O)O)CNC([C@H](C)NC(=O)OC(C)(C)C)=O)C(=O)O